1-isobutyl-4-hydroxy-5-n-propyl-3-isopropyl-pyrazole C(C(C)C)N1N=C(C(=C1CCC)O)C(C)C